Bis(acryloyl)cystamine C(C=C)(=O)N(CCSSCCN)C(C=C)=O